CN(S(=O)(=O)CCC=1N=C(SC1)C1=C(C=CC=C1)OC)C 4-(2-(N,N-dimethylaminosulfonyl)ethyl)-2-(2-methoxyphenyl)thiazole